O=C1NC(CCC1N1C(C2=CC=CC(=C2C1=O)NCC=1C=NN(C1)C1CCN(CC1)CC1(CCCC1)C)=O)=O 2-(2,6-dioxopiperidin-3-yl)-4-(((1-(1-((1-methylcyclopentyl)methyl)piperidin-4-yl)-1H-pyrazol-4-yl)methyl)amino)isoindoline-1,3-dione